4-fluoro-N4'-(3-((4-fluorophenyl)sulfonamido)-4-hydroxyphenyl)-[1,1'-biphenyl]-3,4'-dicarboxamide FC1=C(C=C(C=C1)C1=CC=C(C=C1)C(=O)NC1=CC(=C(C=C1)O)NS(=O)(=O)C1=CC=C(C=C1)F)C(=O)N